Din-Butylamin C(CCC)NCCCC